(E)-3-((3-((E)-4-(7-oxa-2-azaspiro[3.5]non-2-ylmethyl)styryl)-1H-indazole-6-yl)methylene)-4-phenylpyrrolidin-2-one trifluoroacetate FC(C(=O)O)(F)F.C1N(CC12CCOCC2)CC2=CC=C(/C=C/C1=NNC3=CC(=CC=C13)\C=C/1\C(NCC1C1=CC=CC=C1)=O)C=C2